1-oxopropan-2-aminium chloride [Cl-].O=CC(C)[NH3+]